NC1=C(C=C(C=N1)NC(C(=O)N1[C@H](CC[C@@H](C1)C)C=1C=CC2=C(N=C(S2)C2CN(CC2)C)C1)=O)CC N-(6-amino-5-ethyl-3-pyridyl)-2-[(2R,5S)-5-methyl-2-[2-(1-methylpyrrolidin-3-yl)-1,3-benzothiazol-5-yl]-1-piperidyl]-2-oxo-acetamide